sodium potassium tartrate C(=O)([O-])C(O)C(O)C(=O)[O-].[K+].[Na+]